ClC1=C(N=C2N1C=CC(=C2)C(=O)OC)C2=C(C=C(C=C2F)F)C=2C(=NN(C2)COCC[Si](C)(C)C)Cl methyl 3-chloro-2-(2-(3-chloro-1-((2-(trimethylsilyl)ethoxy)methyl)-1H-pyrazol-4-yl)-4,6-difluorophenyl)imidazo[1,2-a]pyridine-7-carboxylate